o-fluorophenethylamine FC1=C(CCN)C=CC=C1